O=C1NC[C@@H]2CN(CC[C@@H]21)C(=O)[O-] (3aR,7aS)-1-oxooctahydro-5H-pyrrolo[3,4-c]pyridine-5-carboxylate